O[C@H](C)C1CCC(CC1)NC(=O)C=1N=C(C=C2C1NN=C2)N2C=NC=C2 N-((1R,4R)-4-((R)-1-hydroxyethyl)cyclohexyl)-5-(1H-imidazol-1-yl)-1H-pyrazolo[3,4-c]pyridine-7-carboxamide